C1(CCC1)N1N=C(C2=CC=C(C=C12)C(C)(C)O)NC=1C(=NN(C1)C)C 2-{1-cyclobutyl-3-[(1,3-dimethyl-1H-pyrazol-4-yl)amino]-1H-indazol-6-yl}propan-2-ol